C(#N)C1=C(C=CC=C1)C1CCN(CC1)C([C@H](CO)NC(=O)NC=1N=C(SC1)C#C)=O (S)-1-(1-(4-(2-cyanophenyl)piperidin-1-yl)-3-hydroxy-1-oxopropan-2-yl)-3-(2-ethynyl-thiazol-4-yl)urea